C=CCCCCCCCCCCCC.[Se] selenium tetradecene